FC(C1=CC=C(C=C1)C#CC1CN(CCC1)C(C=C)=O)(F)F 1-(3-((4-(trifluoromethyl)phenyl)ethynyl)piperidin-1-yl)prop-2-en-1-one